(R)-2-Aminopropyl (7-fluoro-6-(8-methyl-2,3-dihydro-1H-pyrido[2,3-b][1,4]oxazin-7-yl)isoquinolin-3-yl)carbamate FC1=C(C=C2C=C(N=CC2=C1)NC(OC[C@@H](C)N)=O)C1=C(C2=C(OCCN2)N=C1)C